CC(C(=O)OCC(C)(C1=CC(=CC=C1)C(F)(F)F)NC(NC1=C(C=CC=C1CNC(=O)N1CCC1)N)=S)(C)C 2-{[(2-amino-6-{[(azetidine-1-carbonyl)amino]methyl}phenyl)carbamothioyl]amino}-2-[3-(trifluoromethyl)phenyl]propyl 2,2-dimethylpropanoate